FC(CCOCC1=CC=CC=C1)(C#C)F (((3,3-difluoropent-4-yn-1-yl)oxy)methyl)benzene